O=C(OCOCOCOCN(C)C)N(C(CCCC)C1=CC(=CC=C1)OC)CC1=CC(=CC=C1)OC 9-oxo-11-(3-methoxyphenyl)-10-(3-methoxybenzyl)-2,4,6,8-tetraoxa-10-aza-pentadecyl-N,N-dimethylamine